C(C)N1C(=NN(C1=O)C=1C=C2[C@H](CN(C(C2=CC1F)=O)C=1C(=NC=CC1C)OC)C(=C)C)CO |o1:11| (R*)-6-(4-Ethyl-3-(hydroxymethyl)-5-oxo-4,5-dihydro-1H-1,2,4-triazol-1-yl)-7-fluoro-2-(2-methoxy-4-methylpyridin-3-yl)-4-(prop-1-en-2-yl)-3,4-dihydroisoquinolin-1(2H)-one